[Nd+3].[Pr+3].S(=O)(=O)([O-])[O-].S(=O)(=O)([O-])[O-].S(=O)(=O)([O-])[O-] sulfate praseodymium neodymium